ClC1=CC=C(OCCCCCN[C@@H]2C=C([C@@H]([C@@H]([C@H]2O)O)O)COC(F)F)C=C1 (1S,2S,3S,6R)-6-((5-(4-chlorophenoxy)pentyl)amino)-4-((difluoromethoxy)methyl)cyclohex-4-ene-1,2,3-triol